C(C)(C)(C)OC(=O)N1CCN(CC1)C=1C=CC=C2C(=CN=CC12)N1C(NC(CC1)=O)=O.NC=1C=C(C(=O)NC=2C=C(C=CC2O)C(C)(C)C2=CC(=C(C=C2)O)NC(C2=CC(=CC=C2)N)=O)C=CC1 2,2-bis[3-(3-aminobenzoylamino)-4-hydroxyphenyl]propane Tert-butyl-4-[4-(2,4-dioxohexahydropyrimidin-1-yl)-8-isoquinolyl]piperazine-1-carboxylate